tert-Butyl 4-(2-fluoro-8-(4,4,5,5-tetramethyl-1,3,2-dioxaborolan-2-yl)naphthalen-1-yl)but-3-ynoate FC1=C(C2=C(C=CC=C2C=C1)B1OC(C(O1)(C)C)(C)C)C#CCC(=O)OC(C)(C)C